C(C)(C)(C)OC(=O)N1[C@@H](C[C@@H](CC1)NC1COCC1)C1=CC=CC=C1 (2s,4r)-4-((1,1-thioxolan-3-yl)amino)-2-phenylpiperidine-1-carboxylic acid tert-butyl ester